COC(C1CCN(CC1)C1=CC=C(C=C1)[C@@H]1C=2C=CC(=CC2CC[C@@H]1C1=CC=CC=C1)NC(OC(C)(C)C)=O)OC tert-butyl ((5R,6S)-5-(4-(4-(dimethoxymethyl)piperidin-1-yl)phenyl)-6-phenyl-5,6,7,8-tetrahydronaphthalen-2-yl)carbamate